C(C)(=O)OCC(=O)N1CCN(CC1)C1=NC2=CC(=CC=C2C(=C1)N1C=NC=C1)Cl 2-(4-(7-chloro-4-(1H-imidazol-1-yl)quinolin-2-yl)piperazin-1-yl)-2-oxoethyl acetate